3-(pyridin-3-ylmethyl)-1-[4-(pyridine-4-sulfonyl)phenyl]urea N1=CC(=CC=C1)CNC(NC1=CC=C(C=C1)S(=O)(=O)C1=CC=NC=C1)=O